ClC=1C(=C(C=CC1)NC1=NC=NC2=CC(=C(C=C12)[N+](=O)[O-])C#CC1(CNCC1)F)F N-(3-chloro-2-fluoro-phenyl)-7-[2-(3-fluoropyrrolidin-3-yl)ethynyl]-6-nitro-quinazolin-4-amine